Methyl((1-aminocyclopropyl)methyl)(1-(4-fluoro-3-(trifluoromethyl)phenyl)cyclopropyl) carbamate C(N)(OC1(C(C1)(CC1(CC1)N)C)C1=CC(=C(C=C1)F)C(F)(F)F)=O